1-(4-(2-(3,4-dimethoxyphenyl)-4-methyl-1H-benzo[d]imidazol-6-yl)-[1,4'-bipiperidin]-1'-yl)-2-methylpropan-1-one COC=1C=C(C=CC1OC)C1=NC2=C(N1)C=C(C=C2C)C2CCN(CC2)C2CCN(CC2)C(C(C)C)=O